2-((5-chloro-2-((3-fluoro-4-morpholinophenyl)amino)pyrimidin-4-yl)amino)-N-methoxybenzamide ClC=1C(=NC(=NC1)NC1=CC(=C(C=C1)N1CCOCC1)F)NC1=C(C(=O)NOC)C=CC=C1